BrC1=CC2=C(C3=C(S2)C=CC(=C3)C3=CC(=CC(=C3)Cl)Cl)C=C1 7-Bromo-2-(3,5-dichlorophenyl)dibenzo[b,d]thiophene